N-(2'-hydroxy-3'-(3-(piperazin-1-yl)isoxazol-5-yl)-3-(trifluoromethoxy)-[1,1'-biphenyl]-4-yl)acetamide OC1=C(C=CC=C1C1=CC(=NO1)N1CCNCC1)C1=CC(=C(C=C1)NC(C)=O)OC(F)(F)F